N1,N4-bis((2R,3R,4S,5R,6R)-4-(4-(3-fluorophenyl)-1H-1,2,3-triazol-1-yl)-3,5-dihydroxy-6-(hydroxymethyl)tetrahydro-2H-pyran-2-yl)-N1,N4-dimethylterephthalamide FC=1C=C(C=CC1)C=1N=NN(C1)[C@@H]1[C@H]([C@@H](O[C@@H]([C@@H]1O)CO)N(C(C1=CC=C(C(=O)N(C)[C@@H]2O[C@@H]([C@@H]([C@@H]([C@H]2O)N2N=NC(=C2)C2=CC(=CC=C2)F)O)CO)C=C1)=O)C)O